(2-hydroxy)propylene OC(=C)C